C(C)OC(=O)C1=NC2=CC=CC=C2N=C1 quinoxaline-2-carboxylic acid ethyl ester